COC1=C(CN2CC=3N(C4=C(C2=O)C=C(C=C4)F)C=NC3C(=O)OCC)C=CC(=C1)OC ethyl 5-(2,4-dimethoxybenzyl)-8-fluoro-6-oxo-5,6-dihydro-4H-benzo[f]imidazo[1,5-a][1,4]diazepine-3-carboxylate